CC=1N(C=CC1C(=O)OC(CC1=CC=CC=C1)C#C[Si](C)(C)C)C1C(CCC1)N1C(C2=CC=CC=C2CC1=O)=O (trimethylsilylethynyl)benzyl-methanol Methyl-1-(2-(1,3-dioxoisoquinolin-2-yl)cyclopentyl)-1H-pyrrole-3-carboxylate